ClC1=CC=C(CN(C([C@H]2N(CCC2)C(=O)C2=CC(=CC=C2)S(=O)(=O)N2CC(C2)C#N)=O)C)C=C1 N-(4-chlorobenzyl)-1-((3-((3-cyano-1-azetidinyl)sulfonyl)phenyl)carbonyl)-N-methyl-prolinamide